propane-1,3-Diol C(CCO)O